C1(=CC=CC=C1)C1CN(CC12CCC2)C(=O)C2=NC=CC(N2)=O 2-[8-phenyl-6-azaspiro[3.4]octane-6-carbonyl]-3H-pyrimidin-4-one